C(C=C)[C@H]1OC1 (R)-2-allyloxirane